NC1=C(SC2=NC(=CN=C21)C)C(=O)NCCC2=CC(=C(C=C2F)N2CC1CCC(C2)N1C(=O)OC(C)(C)C)F tert-butyl 3-(4-(2-(7-amino-3-methylthieno[2,3-b]pyrazine-6-carboxamido)ethyl)-2,5-difluorophenyl)-3,8-diazabicyclo[3.2.1]octane-8-carboxylate